(2-(((2-hydroxyethyl)thio)methyl)pyridin-4-yl)carbamic acid tert-butyl ester C(C)(C)(C)OC(NC1=CC(=NC=C1)CSCCO)=O